2,2'-bis(methylamino)-N-methyldiethylamine CNCCN(C)CCNC